4-(4-(3,8-diazabicyclo[3.2.1]octan-3-yl)-6-chloro-8-fluoro-2-((1-(piperidin-1-yl)propan-2-yl)oxy)quinazolin-7-yl)-7-fluorobenzo[d]thiazol-2-amine C12CN(CC(CC1)N2)C2=NC(=NC1=C(C(=C(C=C21)Cl)C2=CC=C(C1=C2N=C(S1)N)F)F)OC(CN1CCCCC1)C